FC(OC1=CC=CC(=N1)C#CC1=CC(=NC=C1)CNC(=O)C=1C=C(C2=C(S([C@H](COC2)F)(=O)=O)C1)F)F (R)-N-((4-((6-(difluoromethoxy)pyridin-2-yl)ethynyl)pyridin-2-yl)methyl)-2,6-difluoro-3,5-dihydro-2H-benzo[e][1,4]oxathiepine-8-carboxamide 1,1-dioxide